C(\C=C/C(=O)OCC)(=O)OOCC(C)C dl-1-(2-methylpropoxy) ethyl maleate